1-(tert-butyl) 3-methyl 3-((3-methoxy-3-oxopropyl)amino)azetidine-1,3-dicarboxylate COC(CCNC1(CN(C1)C(=O)OC(C)(C)C)C(=O)OC)=O